1,2,4,5-tetramethyl-benzaldehyde CC1(C=O)C(C=C(C(=C1)C)C)C